1-(1-(6-fluoro-7-(2-fluorophenyl)-1-(2-isopropyl-6-methylphenyl)-2-oxo-1,2-dihydropyrido[2,3-d]pyrimidin-4-yl)piperidin-4-yl)-3-propylthiourea FC1=CC2=C(N(C(N=C2N2CCC(CC2)NC(=S)NCCC)=O)C2=C(C=CC=C2C)C(C)C)N=C1C1=C(C=CC=C1)F